(R)-2-(1-methoxyethyl)aniline tert-butyl-1-methyl-1,7-diazaspiro[3.5]nonane-7-carboxylate C(C)(C)(C)OC(=O)N1CCC2(CCN2C)CC1.CO[C@H](C)C1=C(N)C=CC=C1